S(O)(O)(=O)=O.[Cl].[F] fluorine chlorine sulfuric acid